7-ethoxy-3-methyl-1H-indazole-5-carboxylic acid C(C)OC=1C=C(C=C2C(=NNC12)C)C(=O)O